2,3-dihydro-1H-benzo[d]imidazol N1CNC2=C1C=CC=C2